BrC1CCC2=CC=CC(=C12)Br 1,7-dibromo-dihydro-indene